Tert-butyl (6-((2,3-dihydro-1H-inden-2-yl)carbamoyl)-4-((3-methoxyphenyl)amino)pyridin-2-yl)carbamate C1C(CC2=CC=CC=C12)NC(=O)C1=CC(=CC(=N1)NC(OC(C)(C)C)=O)NC1=CC(=CC=C1)OC